2-{imidazo[1,2-a]pyridin-3-yl}acetyl-N-[(S)-phenyl[4-(propan-2-yl)phenyl]methyl]pyrrolidine-2-carboxamide N=1C=C(N2C1C=CC=C2)CC(=O)N2C(CCC2)C(=O)N[C@H](C2=CC=C(C=C2)C(C)C)C2=CC=CC=C2